2-(1-methyl-1H-imidazol-5-yl)-N-(4-methylcyclohexyl)-6-(trifluoromethyl)pyrimidine-4-carboxamide 2-octyldodecyl-neopentanoate C(CCCCCCC)C(CCC(C(=O)O)(C)C)CCCCCCCCCC.CN1C=NC=C1C1=NC(=CC(=N1)C(=O)NC1CCC(CC1)C)C(F)(F)F